FC(C1=CC=C(C=N1)CNC1=CC=C(C=N1)CO)(F)F (6-(((6-(trifluoromethyl)pyridin-3-yl)methyl)amino)pyridin-3-yl)methanol